2-(((benzyloxy)carbonyl)amino)-3-(1-methylcyclopropyl)propanoic acid C(C1=CC=CC=C1)OC(=O)NC(C(=O)O)CC1(CC1)C